ClC1=CC=C(S1)CNC1=CC(=NN1C(C(CO)(C)C)=O)C1CCN(CC1)CCOC 1-(5-[(5-chlorothiophen-2-yl)methyl]amino-3-[1-(2-methoxyethyl)piperidin-4-yl]-1H-pyrazol-1-yl)-3-hydroxy-2,2-dimethylpropan-1-one